2-(2H-1,2,3-triazol-2-yl)propan-1-one N=1N(N=CC1)C(C=O)C